FC(OC1=CC(=NN1)NC1=NC(=CN=C1)O[C@@H]1[C@](CNCC1)(C)F)F N-(5-(difluoromethoxy)-1H-pyrazol-3-yl)-6-(((3R,4S)-3-fluoro-3-methylpiperidin-4-yl)oxy)pyrazin-2-amine